(R,S)-2-[6-[3-(Difluoromethyl)-4-fluoro-phenyl]pyrazolo[4,3-b]pyridin-1-yl]-1-(3-hydroxypyrrolidin-1-yl)ethanone FC(C=1C=C(C=CC1F)C=1C=C2C(=NC1)C=NN2CC(=O)N2C[C@@H](CC2)O)F